2-(3-methyl-5-(methylsulfonyl)benzoyl)-2-azabicyclo[3.1.0]hexane-3-carboxamide CC=1C=C(C(=O)N2C3CC3CC2C(=O)N)C=C(C1)S(=O)(=O)C